butyl acrylate 2-(2-ethoxyethoxy)ethyl-acrylate C(C)OCCOCCOC(C=C)=O.C(C=C)(=O)OCCCC